COC(=O)[C@]1(C[C@H]2[C@@]3(CC[C@]4(C5=CC(C([C@@](C5=CC=C4[C@]3(CC[C@]2(CC1)C)C)(C)O)=O)=O)C)C)C (2R,4aS,6aS,9S,12bR,14aS,14bR)-9-hydroxy-2,4a,6a,9,12b,14a-hexamethyl-10,11-dioxo-1,2,3,4,4a,5,6,6a,9,10,11,12b,13,14,14a,14b-hexadecahydropicene-2-carboxylic acid methyl ester